N5-benzylidene-3-methoxy-N2,N2-dimethylpyridine-2,5-diamine C(C1=CC=CC=C1)=NC=1C=C(C(=NC1)N(C)C)OC